4-(7-(1H-imidazole-4-yl)-4-(1-methyl-1H-pyrazole-5-yl)imidazo[1,5-b]pyridazine-2-yl)-3-methylmorpholine N1C=NC(=C1)C1=NC=C2N1N=C(C=C2C2=CC=NN2C)N2C(COCC2)C